4-Methoxy-5-(trimethylstannyl)pyridazine COC1=CN=NC=C1[Sn](C)(C)C